2,6-dichloro-4-trichloromethyl-aniline ClC1=C(N)C(=CC(=C1)C(Cl)(Cl)Cl)Cl